BrC=1C=C(C(=NC1)OC(F)F)N 5-bromo-2-(difluoromethoxy)pyridine-3-amine